(S)-1-((3R,4S,5S)-4-((S)-2-((S)-2-(dimethylamino)-3-methylbutyrylamino)-N,3-dimethylbutyrylamino)-3-methoxy-5-methylheptanoyl)pyrrolidin-2-yl-3-methoxy-2-methylpropionic acid CN([C@H](C(=O)N[C@H](C(=O)N(C)[C@H]([C@@H](CC(=O)N1C(CCC1)[C@](C(=O)O)(COC)C)OC)[C@H](CC)C)C(C)C)C(C)C)C